CC(C(=O)OCC)(C)C ethyl 2,2-dimethylpropionate